O1C(=CC=C1)C=1C(=C(C=NC1C)C(=O)NC1=CC=C(C=C1)OC1=CC=NC2=CC(=CN=C12)OC)O 5-(Furan-2-yl)-4-hydroxy-N-[4-[(7-methoxy-1,5-naphthyridin-4-yl)oxy]phenyl]-6-methylpyridine-3-carboxamide